2-(trifluoromethyl)-5-(6-(2-(2-(trifluoromethyl)pyrimidin-5-yl)-2,6-diazaspiro[3.4]octan-6-yl)pyrazin-2-yl)-1,3,4-thiadiazole FC(C=1SC(=NN1)C1=NC(=CN=C1)N1CC2(CN(C2)C=2C=NC(=NC2)C(F)(F)F)CC1)(F)F